C(CCCCC(=O)[O-])(=O)[O-] ADIPAT